C(C)(C)(C)C1=NC(=NC=C1)N1C2=CC=CC=C2C=2C=CC(=CC12)OC 9-(4-(tert-butyl)pyrimidin-2-yl)-2-methoxy-9H-carbazole